5-(((S)-1-ethylpyrrolidin-2-yl)methoxy)-N-((R)-1-(3-(1-isopropyl-1H-pyrazol-4-yl)-5-(1-methyl-1H-pyrazol-4-yl)phenyl)ethyl)-2-methylbenzamide C(C)N1[C@@H](CCC1)COC=1C=CC(=C(C(=O)N[C@H](C)C2=CC(=CC(=C2)C=2C=NN(C2)C)C=2C=NN(C2)C(C)C)C1)C